6-bromo-3-((2-ethoxy-6-methoxypyridin-4-yl)methyl)-2-methoxyquinoline BrC=1C=C2C=C(C(=NC2=CC1)OC)CC1=CC(=NC(=C1)OC)OCC